NC1=NNC2=CC=C(C=C12)C1=CC(=NC=C1)NCC=1C=C(C#N)C=CC1 3-(((4-(3-Amino-1H-indazol-5-yl)pyridin-2-yl)amino)methyl)benzonitrile